3-methyl-N-(2,3,6-trifluoro-4-(2-(((3S,5S)-5-fluoropiperidin-3-yl)amino)-8-isopropyl-7-oxo-7,8-dihydropyrido[2,3-d]pyrimidin-6-yl)phenyl)butanamide CC(CC(=O)NC1=C(C(=C(C=C1F)C1=CC2=C(N=C(N=C2)N[C@@H]2CNC[C@H](C2)F)N(C1=O)C(C)C)F)F)C